6-[6-chloro-2-[2-(dimethylamino)cyclopentyloxy]-4-[(2S)-2-methylpiperazin-1-yl]Quinazolin-7-yl]-4-methyl-5-(trifluoromethyl)pyridin-2-amine ClC=1C=C2C(=NC(=NC2=CC1C1=C(C(=CC(=N1)N)C)C(F)(F)F)OC1C(CCC1)N(C)C)N1[C@H](CNCC1)C